lithium cyclobutaneate C1(CCC1)C(=O)[O-].[Li+]